flavone aluminum trichloride [Al](Cl)(Cl)Cl.O1C(=CC(=O)C2=CC=CC=C12)C1=CC=CC=C1